Sodium 3-O-sulfo-β-D-glucopyranuronate S(=O)(=O)(O)O[C@@H]1[C@H]([C@H](O)O[C@@H]([C@H]1O)C(=O)[O-])O.[Na+]